C(C)N1N=C(C=C1C1=NNC(=N1)C1=C2C=NN(C2=CC(=C1)C(=O)N)CCN(C)CCO)C 4-[3-(1-ethyl-3-methyl-1H-pyrazol-5-yl)-1H-1,2,4-triazol-5-yl]-1-{2-[(2-hydroxyethyl)(methyl)amino]ethyl}-1H-indazole-6-carboxamide